N1=C(C=CC=C1)SSCCCC(=O)ON1C(CCC1=O)=O succinimidyl 4-(2-pyridyldithio)butanoate